IC1=C(CC2CCCCC2)C=CC=C1 2-(2-iodobenzyl)cyclohexane